3-(6-(hydroxymethyl)pyridin-3-yl)pyrrolidine-1-carboxylic acid tert-butyl ester C(C)(C)(C)OC(=O)N1CC(CC1)C=1C=NC(=CC1)CO